OC1=C(C(N(N=C1)CC1=CC=C(C=C1)OC)=O)C#N 5-hydroxy-2-(4-methoxybenzyl)-3-oxo-2,3-dihydropyridazine-4-carbonitrile